O=C1C(N(CC1)C(=O)OC(C)(C)C)C(=O)OC 1-(tert-butyl) 2-methyl 3-oxopyrrolidine-1,2-dicarboxylate